(4-(N-(4-cyclohexylbenzyl)benzoylamino)phenyl)boronic acid C1(CCCCC1)C1=CC=C(CN(C2=CC=C(C=C2)B(O)O)C(C2=CC=CC=C2)=O)C=C1